C(#C)C1=CC(=C(CNC(=O)[C@H]2N(C[C@@H](C2)O)C([C@H](C(C)(C)C)NC(OC(C)(C)C)=O)=O)C=C1)O Tert-butyl ((S)-1-((2S,4R)-2-((4-ethynyl-2-hydroxybenzyl)carbamoyl)-4-hydroxypyrrolidin-1-yl)-3,3-dimethyl-1-oxobutan-2-yl)carbamate